CN1N=C(N=N1)C(N1CC2(C1)CCNCC2)C2=CC=CC=C2 2-((2-methyl-2H-tetrazol-5-yl)(phenyl)methyl)-2,7-diazaspiro[3.5]nonane